Methyl 5-amino-2-((1r,4r)-4-(hydroxymethyl)cyclohexyl)-2H-indazole-6-carboxylate NC1=CC2=CN(N=C2C=C1C(=O)OC)C1CCC(CC1)CO